(2S,3R)-5,7-bis(benzyloxy)-2-(3,4-bis(benzyloxy)phenyl)chroman-3-yl-3,4-bis(benzyloxy)-2,6-difluoro-5-methoxybenzoate C(C1=CC=CC=C1)OC1=C2C[C@H]([C@@H](OC2=CC(=C1)OCC1=CC=CC=C1)C1=CC(=C(C=C1)OCC1=CC=CC=C1)OCC1=CC=CC=C1)OC(C1=C(C(=C(C(=C1F)OC)OCC1=CC=CC=C1)OCC1=CC=CC=C1)F)=O